1,9-bis-(3-pyridinyl)-2,5,8-trithia-nonane N1=CC(=CC=C1)CSCCSCCSCC=1C=NC=CC1